3-isobutyl-9,10-dihydroxy-1,3,4,6,7,11b-hexahydro-2H-pyrido[2,1-a]isoquinolin-2-one C(C(C)C)C1C(CC2N(CCC3=CC(=C(C=C23)O)O)C1)=O